COC1=CC=C(C=C1)NC(=O)N1CCCCN2[C@@H]([C@@H]([C@@H]2C1)C1=CC=C(C=C1)C#CC1=CC=CC=C1)COCCC(=O)OCCN(C)C 2-(dimethylamino)ethyl 3-(((8R,9R,10S)-6-((4-methoxyphenyl)carbamoyl)-9-(4-(phenylethynyl)phenyl)-1,6-diazabicyclo[6.2.0]decan-10-yl)methoxy)propanoate